Benzyl (2R,4S)-2-(tert-butyl)-4-isobutyl-5-oxooxazolidine-3-carboxylate C(C)(C)(C)[C@H]1OC([C@@H](N1C(=O)OCC1=CC=CC=C1)CC(C)C)=O